ClC=1C=C(C=CC1F)NC(N(C)C(C)C1=CN=CC2=CC=CC=C12)=O 4-(1-(3-(3-chloro-4-fluorophenyl)-1-methylureido)ethyl)isoquinoline